COCCCOC=1C=C2CCN3C(C2=CC1C(=O)[O-])CC(C(=C3)C(=O)[O-])=O 9-(3-methoxypropoxy)-2-oxo-2,6,7,11b-tetrahydro-1H-pyrido[2,1-a]isoquinoline-3,10-dicarboxylate